OC1=CC=C(C=C1)C(CCCCCCCCC)C1=CC=C(C=C1)O 1,1-bis(4-hydroxyphenyl)n-decane